(2s,4s)-2-(4-(1H-Indol-2-yl)piperidine-1-carbonyl)-7-oxa-5-azaspiro[3.4]octan N1C(=CC2=CC=CC=C12)C1CCN(CC1)C(=O)C1CC2(C1)NCOC2